CC1(N(CC2=CC=CC=C12)CC=1OC=C(C(C1)=O)OCC1CCN(CC1)S(=O)(=O)C)C 2-((1,1-dimethylisoindolin-2-yl)methyl)-5-((1-(methylsulfonyl)piperidin-4-yl)methoxy)-4H-pyran-4-one